N-(3-chloro-5-(ethylsulfonamido)phenyl)-5-methyl-4-(5-(trifluoromethyl)pyrimidin-2-yl)thiophene-2-carboxamide ClC=1C=C(C=C(C1)NS(=O)(=O)CC)NC(=O)C=1SC(=C(C1)C1=NC=C(C=N1)C(F)(F)F)C